1,3'-biazetidine N1(CCC1)C1CNC1